2-((4-chloro-2-(3-((2-(2,6-dioxopiperidin-3-yl)-1-oxoisoindolin-5-yl)methyl)ureido)phenoxy)methyl)acrylic acid ClC1=CC(=C(OCC(C(=O)O)=C)C=C1)NC(=O)NCC=1C=C2CN(C(C2=CC1)=O)C1C(NC(CC1)=O)=O